C(C)N1OC=CC=[C-]1 N-ethyl-oxazainide